O=C1C(CCCC1)O Oxocyclohexanol